FC1=CC=C(CNC(=O)C23C(C4C(C(N2)=O)C(CN4CCC(C)C)C3)CC(C)C)C=C1 N-(4-fluorobenzyl)-7-isobutyl-1-isopentyl-4-oxooctahydro-6H-3,6-methanopyrrolo[3,2-c]pyridine-6-carboxamide